C(C)OC(CCC(=O)C1=NC(=CC(=C1O)Br)C1=C(C=CC(=C1)Cl)C)=O 4-[4-bromo-6-(5-chloro-2-methyl-phenyl)-3-hydroxy-pyridin-2-yl]-4-oxo-butyric acid ethyl ester